7-amino-1-methyl-2-(trifluoromethyl)quinolin-4(1H)-one NC1=CC=C2C(C=C(N(C2=C1)C)C(F)(F)F)=O